((5-((5-(3,5-dimethylisoxazol-4-yl)-2-methylphenyl) (4-(2-methyl-1H-imidazol-1-yl) phenyl) amino) pentyl) oxy) acetate C(C)(=O)OOCCCCCN(C1=CC=C(C=C1)N1C(=NC=C1)C)C1=C(C=CC(=C1)C=1C(=NOC1C)C)C